C(C)N(S(=O)(=O)C1=CC=C(C=C1)S(=O)(=O)N1C[C@@H](CCC1)C(=O)NCC1COC1)CC (R)-1-((4-(N,N-Diethylsulfamoyl)phenyl)sulfonyl)-N-(oxetan-3-ylmethyl)piperidine-3-carboxamide